4-((3-((4-carbamoyl-2,6-difluorophenoxy)methyl)-4-chlorobenzo[b]thiophene-2-carbonyl)oxy)piperidine-1-carboxylic acid methyl ester COC(=O)N1CCC(CC1)OC(=O)C1=C(C2=C(S1)C=CC=C2Cl)COC2=C(C=C(C=C2F)C(N)=O)F